C1(C=CC(N1C1(C(=O)NC(C1)=O)C(C1=CC=CC=C1)=O)=O)=O maleimidobenzoyl-succinimide